ClC1=CC=C(C=C1)[C@H]1COC2=C(CN1)C=CC(=C2)C(=O)OC Methyl (S)-3-(4-chlorophenyl)-2,3,4,5-tetrahydrobenzo[f][1,4]oxazepine-8-carboxylate